CC(C)(C)[S@@](=O)\N=C/1\C2=C(OC13CCN(CC3)C(=O)OC(C)(C)C)C=CC=C2 tert-butyl (3Z)-3-{[(R)-2-methylpropane-2-sulfinyl]imino}-3H-spiro[1-benzofuran-2,4'-piperidine]-1'-carboxylate